O1CC(C1)N1CC(CCC1)C1=CC=CC(=N1)CO (6-(1-(oxetan-3-yl)-3-piperidinyl)pyridin-2-yl)methanol